N,N-dioctylacetamide CCCCCCCCN(CCCCCCCC)C(=O)C